O=C1NC(C2=CC=CC=C12)=O dioxoisoindoline